6-(prop-2-yn-1-ylamino)-2,3-dihydrobenzo[d]isothiazole 1,1-dioxide C(C#C)NC1=CC2=C(CNS2(=O)=O)C=C1